6-Methyl-1',2',3',6'-tetrahydro-3,4'-bipyridine CC1=CC=C(C=N1)C=1CCNCC1